C1=CC=CC=2C3=CC=CC=C3C(C12)COC(=O)N([C@H](C(=O)O)CC1=CC=C(C=C1)OCCCNC(=O)OCC=C)C (S)-2-((((9H-fluoren-9-yl)methoxy)carbonyl)(methyl)amino)-3-(4-(3-(((allyloxy)carbonyl)amino)propoxy)phenyl)propanoic acid